FC(C=1N=C(OC1C(=O)N1[C@H](C2=C(CC1)NC=N2)C2=NN1C(C(=CC=C1)F)=C2)[C@H](C)O)F (4-(difluoromethyl)-2-((S)-1-hydroxyethyl)oxazol-5-yl)((R)-4-(4-fluoropyrazolo[1,5-a]pyridin-2-yl)-6,7-dihydro-1H-imidazo[4,5-c]pyridin-5(4H)-yl)methanone